BrC1=CC=CC2=CC=CC(=C12)Cl 1-bromo-8-chloronaphthalene